1-ethyl-N-((1S,2S)-2-(4-fluorophenyl)-1-(2-(((3R,5R)-2-oxo-5-(trifluoromethyl)piperidin-3-yl)methyl)imidazo[1,2-b][1,2,4]triazin-6-yl)butyl)-1H-pyrazole-5-carboxamide C(C)N1N=CC=C1C(=O)N[C@@H]([C@@H](CC)C1=CC=C(C=C1)F)C=1N=C2N(N=C(C=N2)C[C@@H]2C(NC[C@@H](C2)C(F)(F)F)=O)C1